ClC=1C=C2C(=CC=NC2=CN1)OC=1C=CC(=NC1)NC(=O)C=1C(N(C=CC1)C1=CC=CC=C1)=O N-[5-[(6-chloro-1,7-naphthyridin-4-yl)oxy]-2-pyridyl]-2-oxo-1-phenyl-pyridine-3-carboxamide